C(CCCCCC)NC(NC(CN1C=NC(=C1)C1=CC=C(C(=O)OC)C=C1)C(=O)NCCCCCC)=O methyl 4-(1-(2-(3-heptylureido)-3-(hexylamino)-3-oxopropyl)-1H-imidazol-4-yl)benzoate